NCC(CN1CCC2=CC(=CC=C12)C(=O)N1CCC(CC1)O)=CF (1-(2-(aminomethyl)-3-fluoroallyl)indolin-5-yl)(4-hydroxypiperidin-1-yl)methanone